N-[p-(4-{(1R,5S)-3-oxa-7-azabicyclo[3.3.0]oct-7-yl}-1H-1,5,7-triazainden-2-yl)phenyl]-4-{[(R)-3-amino-1-piperidyl]methyl}-2-pyridinecarboxamide [C@H]12COC[C@@H]2CN(C1)C1=C2C=C(NC2=NC=N1)C1=CC=C(C=C1)NC(=O)C1=NC=CC(=C1)CN1C[C@@H](CCC1)N